3-(2-cyano-5-fluorophenyl)-5-methyl-4-oxo-4,5,6,7-tetrahydro-1H-pyrrolo[3,2-c]pyridin C(#N)C1=C(C=C(C=C1)F)C1=CNC2=C1C(N(CC2)C)=O